ClC=1C(=CC(=NC1)OC)C1=CN=C(N1C)C(=O)NC1=CC(=C(C=C1)C(=O)N1CCN(CC1)C(=O)C1CCNCC1)Cl 5-(5-chloro-2-methoxy-4-pyridinyl)-N-[3-chloro-4-[4-(piperidine-4-carbonyl)piperazine-1-carbonyl]phenyl]-1-methyl-imidazole-2-carboxamide